2-[4-(benzyloxy)phenyl]-N-[2-(1-benzylpiperidin-4-yl)ethyl]acetamide C(C1=CC=CC=C1)OC1=CC=C(C=C1)CC(=O)NCCC1CCN(CC1)CC1=CC=CC=C1